2-(4-bromobenzoyl)isoindoline-1,3-dione BrC1=CC=C(C(=O)N2C(C3=CC=CC=C3C2=O)=O)C=C1